ClC1=C(C2=CN(N=C2C(=C1O)C#N)CC1=CC=C(C=C1)OC)N1[C@@H](CCC1)C (R)-5-chloro-6-hydroxy-2-(4-methoxybenzyl)-4-(2-methylpyrrolidin-1-yl)-2H-indazole-7-carbonitrile